(1S,2S)-2-((6-(5-((((R)-1-(2-Fluorophenyl)ethoxy)carbonyl)amino)-1-methyl-1H-pyrazol-4-yl)-2-methylpyridin-3-yl)carbamoyl)cyclohexan FC1=C(C=CC=C1)[C@H](C)OC(=O)NC1=C(C=NN1C)C1=CC=C(C(=N1)C)NC(=O)C1CCCCC1